COC(C1=C(N=C(C=C1)C1=CC=C(C=C1)Cl)C(C)N(S(=O)(=O)C1=CC=C(C=C1)C)CC(=O)OC)=O 6-(4-chloro-phenyl)-2-{1-[methoxycarbonylmethyl-(4-methylphenylsulfonyl)-amino]-ethyl}-nicotinic acid methyl ester